benzyl (R)-3-((tert-butoxycarbonyl) ((S)-2-hydroxy-3-(3-(N-methylsulfamoyl) phenoxy) propyl) amino)-1-oxa-8-azaspiro[4.5]decane-8-carboxylate C(C)(C)(C)OC(=O)N([C@H]1COC2(C1)CCN(CC2)C(=O)OCC2=CC=CC=C2)C[C@@H](COC2=CC(=CC=C2)S(NC)(=O)=O)O